methoxy(methoxy)-8-(4,4,5,5-tetramethyl-1,3,2-dioxaborolan-2-yl)quinoline COC=1C(=NC2=C(C=CC=C2C1)B1OC(C(O1)(C)C)(C)C)OC